4-methylpentane-2,3-diyl dicarbamate C(N)(OC(C)C(C(C)C)OC(N)=O)=O